(2-(1,3-dioxolan-2-yl)quinolin-3-yl)methanol O1C(OCC1)C1=NC2=CC=CC=C2C=C1CO